OC[C@H]1[C@@H](CNC1)C1=C(C(=O)NC=2C=NC=C(C2)C(F)(F)F)C=CC(=C1)C ((3R,4S)-4-(hydroxymethyl)pyrrolidin-3-yl)-4-methyl-N-(5-(trifluoromethyl)pyridin-3-yl)benzamide